C(CCCCCC=C)S(=O)OCC(C1=CC=CC=C1)=O 7-Octene-1-sulfinic acid, 2-oxo-2-phenylethyl ester